C(#N)C1=C2C(=NC=C1)N(C=C2)C2=CC(=C(C=N2)C2=NN=C(S2)C2CCC(CC2)NC(OC(C)(C)C)=O)NC tert-butyl ((1r,4r)-4-(5-(6-(4-cyano-1H-pyrrolo[2,3-b]pyridin-1-yl)-4-(methylamino)pyridin-3-yl)-1,3,4-thiadiazol-2-yl)cyclohexyl)carbamate